ClC1=NC=2N(C(=C1)Cl)N=C(C2)C2=CC=[N+](C=C2)[O-] 4-(5,7-dichloropyrazolo[1,5-a]pyrimidin-2-yl)pyridine 1-oxide